2,3-dimethoxy-6-methylcyclohex-2-enone COC=1C(C(CCC1OC)C)=O